C(#N)C=1C=C(NC[C@@H]2CC[C@H](CC2)C(=O)O)C=C(C1)F trans-4-[(3-cyano-5-fluoro-anilino)methyl]cyclohexanecarboxylic acid